(S)-2-((4-(1-benzyl-1H-pyrazolo[3,4-b]pyridin-6-yl)piperazin-1-yl)methyl)-1-(oxetan-2-ylmethyl)-1H-benzo[d]imidazole-6-carboxylic acid methyl ester COC(=O)C=1C=CC2=C(N(C(=N2)CN2CCN(CC2)C2=CC=C3C(=N2)N(N=C3)CC3=CC=CC=C3)C[C@H]3OCC3)C1